ClC1=CC=CC(=N1)OCCN(C)CC=1C=C(C=CC1)C#CC1=CN=C(C2=CN=C(C=C12)N)NC 4-((3-(((2-((6-chloropyridin-2-yl)oxy)ethyl)(methyl)amino)methyl)phenyl)ethynyl)-N1-methyl-2,7-naphthyridine-1,6-diamine